C1(=CC=CC=C1)[C@@H](N)CO |r| racemic-2-phenylglycinol